N1=CN=CC(=C1)C1=CC=C(ON2N=NC(=C2)C(=O)O)C=C1 (4-(pyrimidin-5-yl)phenoxy)-1H-1,2,3-triazole-4-carboxylic acid